ethyl 3-(3,4-difluoro-2-methoxyphenyl)-5,5-dimethyltetrahydrothiophene-2-carboxylate FC=1C(=C(C=CC1F)C1C(SC(C1)(C)C)C(=O)OCC)OC